N-(6-fluoro-3-hydroxy-2,2,3-trimethyl-chroman-4-yl)-3-[(1R)-1-(2-imino-4,4-dimethyl-6-oxo-hexahydropyrimidin-1-yl)-3-methoxy-propyl]benzamide FC=1C=C2C(C(C(OC2=CC1)(C)C)(C)O)NC(C1=CC(=CC=C1)[C@@H](CCOC)N1C(NC(CC1=O)(C)C)=N)=O